ter-thiophene S1C(=CC=C1)C=1SC=CC1C=1SC=CC1